5-iodo-2-(2-methylpyrimidin-5-yl)pyridazin-3(2H)-one IC1=CC(N(N=C1)C=1C=NC(=NC1)C)=O